4-(3-Chloro-2-fluoro-6-methoxyphenyl)-N-(5-((2-hydroxypropyl)thio)thiazolo[5,4-d]pyrimidin-2-yl)-6-methylnicotinamide ClC=1C(=C(C(=CC1)OC)C1=CC(=NC=C1C(=O)NC=1SC=2N=C(N=CC2N1)SCC(C)O)C)F